6-(4-Amino-4-phenylpiperidin-1-yl)-3-(4-chloro-1-(methyl-d3)-1H-indazol-5-yl)-1H-pyrazolo[3,4-d]pyrimidine-4-carbonitrile NC1(CCN(CC1)C1=NC(=C2C(=N1)NN=C2C=2C(=C1C=NN(C1=CC2)C([2H])([2H])[2H])Cl)C#N)C2=CC=CC=C2